[I-].C(C)C1(C(OCC=2C(N3CC=4C(=NC=5C=CC(=C(C5C4)C[N+](C)(C)C)O)C3=CC21)=O)=O)O 1-(4-Ethyl-4,9-dihydroxy-3,14-dioxo-3,4,12,14-tetrahydro-1H-pyrano[3',4':6,7]indolizino[1,2-b]quinolin-10-yl)-N,N,N-trimethylmethanaminium Iodide